N[C@]1([C@H](CC1)C)C1=C(C=C(C=N1)C=1C=CC2=C(C1)N1[C@H]3C4=C(C(N[C@@H](C1=N2)C3)=O)C=CC=C4OC(F)F)F (7R,14R)-11-{6-[(1R,2S)-1-amino-2-methylcyclobutyl]-5-fluoropyridin-3-yl}-1-(difluoromethoxy)-6,7-dihydro-7,14-methanobenzimidazo[1,2-b][2,5]benzodiazocine-5(14H)-one